8-Chloro-2-(1-(3,3-difluorocyclopentyl)-1H-pyrazol-4-yl)-7-((2-methyl-1-((2-(trimethylsilyl)ethoxy)methyl)-1H-benzo[d]imidazol-6-yl)oxy)quinoxaline ClC=1C(=CC=C2N=CC(=NC12)C=1C=NN(C1)C1CC(CC1)(F)F)OC=1C=CC2=C(N(C(=N2)C)COCC[Si](C)(C)C)C1